OC(C(=O)O)CC(C)C α-hydroxyisohexanoic acid